O=S1(N(CC(N1)=O)C1=C(C=C(C=C1O)C1=C(C(=NN1)C(=O)NCCC(C)C)C)F)=O 5-(4-(1,1-Dioxo-4-oxo-1,2,5-thiadiazolidin-2-yl)-3-fluoro-5-hydroxyphenyl)-N-isopentyl-4-methyl-1H-pyrazole-3-carboxamide